C1(CC1)N1C(C[C@@H](C1)CN1N=C2N=C(C=CC2=C1)C1=C(C=C(C=C1C)C(F)(F)F)O)=O |o1:6| (S or R)-1-cyclopropyl-4-((6-(2-hydroxy-6-methyl-4-(trifluoromethyl)phenyl)-2H-pyrazolo[3,4-b]pyridin-2-yl)methyl)pyrrolidin-2-one